4-[[(2S,3s,4r,5s)-3-(3,4-difluoro-2-vinyl-phenyl)-4,5-dimethyl-5-(trifluoromethyl)tetrahydrofuran-2-carbonyl]amino]pyridine-2-carboxamide Tert-butyl-(4-(4-cyanophenoxy)benzyl)carbamate C(C)(C)(C)N(C(O)=O)CC1=CC=C(C=C1)OC1=CC=C(C=C1)C#N.FC=1C(=C(C=CC1F)[C@H]1[C@H](O[C@@]([C@@H]1C)(C(F)(F)F)C)C(=O)NC1=CC(=NC=C1)C(=O)N)C=C